ClC1=CC(=C(C(=C1)F)S(=O)(=O)N[C@@H]([C@H](C)C1=C(C(=CC=C1F)C)C)C=1OC(NN1)=O)F 4-chloro-2,6-difluoro-N-((1S,2R)-2-(6-fluoro-2,3-dimethylphenyl)-1-(5-oxo-4,5-dihydro-1,3,4-oxadiazol-2-yl)propyl)benzenesulfonamide